ethyl 2,4-dioxo-4-(4-(((tetrahydro-2H-pyran-2-yl)oxy)methyl)bicyclo[2.2.1]heptan-1-yl)butanoate O=C(C(=O)OCC)CC(C12CCC(CC1)(C2)COC2OCCCC2)=O